FC1=C(C=C(C=C1)NC(=O)C1=NC=CC(=C1)C(F)(F)F)C1=C(C2=C(N=C(N=C2)NC)N2C1=NCC2)C N-(4-fluoro-3-(5-methyl-2-(methylamino)-8,9-dihydroimidazo[1',2':1,6]pyrido[2,3-d]pyrimidin-6-yl)phenyl)-4-(trifluoromethyl)pyridineamide